ClC1=C(C=CC=C1)C(C1=CC=CC=C1)(C1=CC=CC=C1)N1C=NC=C1 1-[(2-chlorophenyl)benzhydryl]-1H-imidazole